Cl.FC(CC(CN)C)(F)F 4,4,4-Trifluoro-2-methylbutan-1-amine hydrochloride